2,6-Dimethylnona-2,6,8-trien-1-yl acetate C(C)(=O)OCC(=CCCC(=CC=C)C)C